ClC1=C(C=CC=C1)CC(=O)NC1=CC(=C(C=C1)C=1OC(=NN1)C(F)(F)F)S(N)(=O)=O 2-(2-Chlorophenyl)-N-{3-sulfamoyl-4-[5-(trifluoromethyl)-1,3,4-oxadiazol-2-yl]phenyl}acetamide